P(=O)([O-])([O-])[O-].N1=C(N)N=C(N)N=C1N.[Mg+2].P(=O)([O-])([O-])[O-].[Mg+2].[Mg+2] magnesium melamine phosphate salt